7-Iodo-6-methyl-2-(pyridin-2-yl)thieno[3,2-d]pyrimidin-4-ol IC1=C(SC2=C1N=C(N=C2O)C2=NC=CC=C2)C